7-amino-3-chloro-N-(2-fluoro-2-methyl-propyl)-8,9-dihydro-7H-cyclopenta[h]isoquinoline-5-sulfonamide NC1CCC2=C1C=C(C=1C=C(N=CC21)Cl)S(=O)(=O)NCC(C)(C)F